2-chloro-4-[(2-cyanoethyl)amino]pyrimidin-5-carboxamide ClC1=NC=C(C(=N1)NCCC#N)C(=O)N